C(C=C)(=O)OCCC[N+](CCCS(=O)(=O)[O-])(C)C 3-((3-(acryloyloxy)propyl)dimethylammonio)propane-1-sulfonate